6-Amino-3-((1S,3S)-3-(5-amino-3-methyl-1H-1,2,4-triazol-1-yl)-4'-chloro-1',2'-dihydrospiro[cyclopentane-1,3'-pyrrolo[2,3-b]pyridin]-5'-yl)-2-fluoro-N,N-dimethylbenzamide NC1=CC=C(C(=C1C(=O)N(C)C)F)C=1C(=C2C(=NC1)NC[C@@]21C[C@H](CC1)N1N=C(N=C1N)C)Cl